C(C)(C)(C)OC(=O)N1CC2=C(CC1)N(C(=N2)C(NC=2C(=C(C=CC2)C2=C(C(=CC=C2)C=2OC1=C(N2)C=C(C=C1Cl)CO)C)Cl)=O)C 2-(2-chloro-3'-(7-chloro-5-(hydroxymethyl)benzo[d]oxazol-2-yl)-2'-methylbiphenyl-3-ylcarbamoyl)-1-methyl-6,7-dihydro-1H-imidazo[4,5-c]pyridine-5(4H)-carboxylic acid tert-butyl ester